N1(CCN(CCN(CCC1)CC=1C(=C(C=C(C1)C)CNCP(O)(O)=O)O)CC=1C(=C(C=C(C1)C)CNCP(O)(O)=O)O)CC=1C(=C(C=C(C1)C)CNCP(O)(O)=O)O {1,4,7-triazecane-1,4,7-triyltris[methylene(2-hydroxy-5-methyl-3,1-phenylene)methyleneazanediylmethylene]}tris(phosphonic acid)